tert-butyl 4-[5-bromo-3-(1-methylpyrazol-4-yl)indazol-1-yl]piperidine-1-carboxylate BrC=1C=C2C(=NN(C2=CC1)C1CCN(CC1)C(=O)OC(C)(C)C)C=1C=NN(C1)C